Pent-4-enal C(CCC=C)=O